NC=1CC(=CC2=C(N1)C=C(C=C2)S(=O)(=O)N(C)CCOCCOCCOCCOCCOCCOCCOCCOCCOCCOCCNC(OC(C)(C)C)=O)C(N(CCC)CCC)=O tert-butyl (2-((2-amino-4-(dipropylcarbamoyl)-3H-benzo[b]azepin-8-yl)sulfonyl)-5,8,11,14,17,20,23,26,29,32-decaoxa-2-azatetratriacontan-34-yl)carbamate